O1C(CCCC1)O[C@@H](C)C=1N(C=CN1)CC1=NOC(=C1)C1=CC=C(C=C1)C#CC=1C=CC(=NC1)CN1CC(C1)CO (1-((5-((4-(3-((2-((1S)-1-((tetrahydro-2H-pyran-2-yl)oxy)ethyl)-1H-imidazole-1-yl)methyl)isoxazol-5-yl)phenyl)ethynyl)pyridin-2-yl)methyl)azetidin-3-yl)methanol